BrC1=C(C(=C(C(=O)N2[C@H](CN(CC2)C(=O)OC(C)(C)C)CO)C(=C1)F)F)F Tert-butyl (3R)-4-(4-bromo-2,3,6-trifluorobenzoyl)-3-(hydroxymethyl)piperazine-1-carboxylate